FC1=CC=CC2=C1NC(=N2)C2=CC(=NN2CC2=CC=C(C=C2)OC)N 5-(7-Fluoro-1H-benzimidazol-2-yl)-1-[(4-methoxyphenyl)methyl]pyrazol-3-amine